C(C)SSC1=NN=C2N1C1=C(C=CC=C1C(N2CCC)=O)F 1-(ethyldisulfaneyl)-9-fluoro-4-propyl-[1,2,4]triazolo[4,3-a]quinazolin-5(4H)-one